(R)-N-(4-((3-chloro-2-fluorophenyl)amino)-7-((3-methyl-1-(oxetan-3-yl)pyrrolidin-3-yl)ethynyl)-quinazolin-6-yl)acrylamide ClC=1C(=C(C=CC1)NC1=NC=NC2=CC(=C(C=C12)NC(C=C)=O)C#C[C@@]1(CN(CC1)C1COC1)C)F